Cl.FC1=C(C=CC(=C1)OC)C1=C(N=C(N=N1)NCC1N(CCCC1)C)C 6-(2-fluoro-4-methoxyphenyl)-5-methyl-N-((1-methylpiperidin-2-yl)methyl)-1,2,4-triazin-3-amine, hydrochloride salt